N1C(=CC2=CC=CC=C12)C1=CSCC1 3-indolyl-4,5-dihydrothiophene